(1R,2S)-1-(6-bromo-2-methoxy-3-quinolinyl)-4-dimethylamino-2-(1-naphthyl)-1-phenyl-2-butanol BrC=1C=C2C=C(C(=NC2=CC1)OC)[C@H]([C@](CCN(C)C)(O)C1=CC=CC2=CC=CC=C12)C1=CC=CC=C1